bis[4,4-bis(trifluoromethyl)-3-oxatricyclo[4.2.1.02,5]nonyl-methoxyphenyl]phenyl-sulfonium bis(trifluoromethylsulfonyl)imide [N-](S(=O)(=O)C(F)(F)F)S(=O)(=O)C(F)(F)F.FC(C1(OC2C3(CCC(C12)C3)C=3C(=C(C=CC3)[S+](C3=CC=CC=C3)C3=C(C(=CC=C3)C31C2OC(C2C(CC3)C1)(C(F)(F)F)C(F)(F)F)OC)OC)C(F)(F)F)(F)F